tert-butyl (3-chloropropyl)(methyl)carbamate ClCCCN(C(OC(C)(C)C)=O)C